COC1=CC=C(C=C1)C1=CC=C(C=C1)\C=C/1\C(NC(S1)=S)=O (Z)-5-((4'-methoxy-[1,1'-biphenyl]-4-yl)methylene)-2-thioxothiazolidin-4-one